FC1=C(C(=CC=C1)C)N1N=C2C(=CC1=O)NN=C2C=2C=NC(=CC2)N2CCN(CC2)CCOC 5-(2-Fluoro-6-methylphenyl)-3-(6-(4-(2-methoxyethyl)piperazin-1-yl)pyrid-3-yl)-1H-pyrazolo[4,3-c]pyridazin-6(5H)-on